C1(=CC=CC=C1)C#CC=1C2=CC=CC=C2C(=C2C=CC=CC12)C#CC1=CC=CC=C1 9,10-bisphenylethynylanthracene